5-chloro-6-(piperazin-1-yl)nicotinic acid hydrochloride Cl.ClC=1C(=NC=C(C(=O)O)C1)N1CCNCC1